FC1=C(C=C(C(=C1)C)C=1C=C2C=NN(C2=C(C1)N1CCOCC1)C1CN(C1)C)C1=NNC=C1C(=O)N {2-fluoro-4-methyl-5-[1-(1-methylazetidin-3-yl)-7-(morpholin-4-yl)indazol-5-yl]phenyl}pyrazole-4-carboxamide